7-(4-(5-(4-fluorophenyl)pyridin-2-yl)piperazine-1-carbonyl)quinolin-2(1H)-one FC1=CC=C(C=C1)C=1C=CC(=NC1)N1CCN(CC1)C(=O)C1=CC=C2C=CC(NC2=C1)=O